C[Si](OC[C@H]1[C@@H](C[C@@H]2OCC(=CC[C@@H]21)CCCC(=O)OCC)OC2OCCCC2)(C(C)(C)C)C Ethyl 4-[(5aR,6S,7R,8aS)-6-({[dimethyl(2-methyl-2-propanyl)silyl]oxy}methyl)-7-(tetrahydro-2H-pyran-2-yloxy)-5,5a,6,7,8,8a-hexahydro-2H-cyclopenta[b]oxepin-3-yl]butanoate